CCCCCC\C=C/CCCC cis-7-dodecene